C(C(C)C)N1[C@H](CN(CC1)CC1=CC=2N(C=C1)N=C(C2N2C(N(C(CC2)=O)CC2=CC=C(C=C2)OC)=O)C)C (S)-1-(5-((4-isobutyl-3-methylpiperazin-1-yl)methyl)-2-methylpyrazolo[1,5-a]pyridin-3-yl)-3-(4-methoxybenzyl)dihydropyrimidine-2,4(1H,3H)-dione